2'-chloro-5'-methoxy-N-(5-(5-methoxyoxazole-2-carbonyl)-5,6-dihydro-4H-pyrrolo[3,4-d]thiazol-2-yl)-6-methyl-[4,4'-bipyridine]-3-carboxamide ClC1=NC=C(C(=C1)C1=C(C=NC(=C1)C)C(=O)NC=1SC2=C(N1)CN(C2)C(=O)C=2OC(=CN2)OC)OC